NCCNCCC[Si](OCC)(OCC)OCC N-β-aminoethyl-γ-aminopropyl-triethoxysilane